cycloocta-4-ene-1,8-dinitrile C1(CCC=CCCC1C#N)C#N